ClC=1C=NN2C1C=C(C=C2C(=O)O)CN2C[C@H](CCC2)C 3-chloro-5-{[(3S)-3-methylpiperidin-1-yl]methyl}pyrazolo[1,5-a]pyridine-7-carboxylic acid